BrC1=C(CNC(C2=CC=C(C=C2)NC(=O)NCC2=CC=NC=C2)=O)C(=CC=C1)Br N-(2,6-dibromobenzyl)-4-(3-(pyridin-4-ylmethyl)ureido)benzamide